[I-].C(C)(C)(C)OC(=O)NC(C(=O)N1CCN(CC1)C(=O)N1C=[N+](C=C1)C)(C)C 1-(4-(2-((tert-butoxycarbonyl)amino)-2-methylpropanoyl)piperazine-1-carbonyl)-3-methyl-1H-imidazol-3-ium iodide